N-(5-methyl-1-oxo-2-propyl-1H-inden-3-yl)-2-oxo-6-(trifluoromethyl)-1,2-dihydropyridine-3-carboxamide CC=1C=C2C(=C(C(C2=CC1)=O)CCC)NC(=O)C=1C(NC(=CC1)C(F)(F)F)=O